NC1=CC=C(C=N1)C=CC(=O)NCC=1OC2=C(C1)C=C(C(=C2F)F)C2=NC=C(C=C2)C(=O)N2CCC(CC2)(F)F 3-(6-aminopyridin-3-yl)-N-((5-(5-(4,4-difluoropiperidine-1-carbonyl)pyridin-2-yl)-6,7-difluorobenzofuran-2-yl)methyl)acrylamide